(1s,4s)-N-(4-cyclopropyl-3-methoxyphenyl)-4-(4-methyl-1-oxoisoindolin-2-yl)cyclohexane-1-carboxamide C1(CC1)C1=C(C=C(C=C1)NC(=O)C1CCC(CC1)N1C(C2=CC=CC(=C2C1)C)=O)OC